CC1(CCSC2=CC=C(C=C12)C#CC1=CC=C(S1)C(=O)OCC)C ethyl 5-(2-(4,4-dimethylthiochroman-6-yl)ethynyl)thiophene-2-carboxylate